C(=O)(O)C1=CC(=C(C(=O)NC(C2=C(C(=CC(=C2)O)C(=O)O)O)=O)C=C1O)O N-(4-Carboxy-2,5-dihydroxybenzoyl)3-carboxy-2,5-dihydroxybenzamid